6-(pyridin-4-yl)-1H-benzol N1=CC=C(C=C1)C1=CC=CCC1